FC=1C(=CC=2C3=C(NC(C2C1)=O)COC[C@H]3N(C(C3=CC(=NC=C3)F)=O)C)F (S)-N-(8,9-difluoro-6-oxo-1,4,5,6-tetrahydro-2H-pyrano[3,4-c]isoquinolin-1-yl)-2-fluoro-N-methylisonicotinamide